4-(2-acryloyl-2,6-diazaspiro[3.4]octan-6-yl)-2-(benzyloxy)-6-(5-methyl-1H-indazol-4-yl)pyrimidine-5-carbonitrile C(C=C)(=O)N1CC2(C1)CN(CC2)C2=NC(=NC(=C2C#N)C2=C1C=NNC1=CC=C2C)OCC2=CC=CC=C2